CN(C1=C2C=CC=CC2=CC=C1)C DS-5-(Dimethylamino)naphthalene